C(C1=CC=CC=C1)C(C(=O)O)CNC=1SC(=C(N1)C1=CC(=C(C=C1)Cl)Cl)SC 2-benzyl-3-(4-(3,4-dichlorophenyl)-5-(methylthio)thiazol-2-ylamino)propionic acid